BrC=1C=C2C=C(NC2=CC1)C1=C(C(OC1(CCCCC)O)=C=O)C(=O)NOC 4-(5-bromo-1H-indol-2-yl)-5-hydroxy-N-methoxy-2-carbonyl-5-pentyl-2,5-dihydrofuran-3-carboxamide